NC=1NC(C=2N(C(N(C2N1)[C@@H]1O[C@@H]([C@H]([C@H]1O)F)CO)=O)CCC(F)(F)F)=O 2-Amino-9-((2R,3S,4S,5R)-4-fluoro-3-hydroxy-5-(hydroxymethyl)tetrahydrofuran-2-yl)-7-(3,3,3-trifluoropropyl)-7,9-dihydro-1H-purin-6,8-dion